ClC=1C(=NC=CC1)N1N=C(C=C1C(=O)NC1=C(C=C(C=C1C(NC)=O)C#N)C)CN1N=C(N=N1)C(F)(F)F 1-(3-chloropyridin-2-yl)-N-[4-cyano-2-methyl-6-(methylcarbamoyl)phenyl]-3-[5-(trifluoromethyl)-2H-tetrazol-2-yl]methyl-1H-pyrazole-5-carboxamide